Tert-butyl 4-[[1-[5-fluoro-1-[1-[(4-methoxyphenyl)methyl]-2,6-dioxo-3-piperidyl]-3-methyl-2-oxo-benzimidazol-4-yl]azetidin-3-yl]methyl]piperazine-1-carboxylate FC1=C(C2=C(N(C(N2C)=O)C2C(N(C(CC2)=O)CC2=CC=C(C=C2)OC)=O)C=C1)N1CC(C1)CN1CCN(CC1)C(=O)OC(C)(C)C